trimethyl-[2-(4-vinylisothiazolo[5,4-c]pyridin-3-yl)ethynyl]silane C[Si](C#CC1=NSC2=CN=CC(=C21)C=C)(C)C